((R)-1-azido-7-fluoro-indan-4-yl)-trimethyl-silane N(=[N+]=[N-])[C@@H]1CCC2=C(C=CC(=C12)F)[Si](C)(C)C